dodecane-3,9-diol CCC(CCCCCC(CCC)O)O